3-(dodecanoyloxy)-2-hydroxypropyl nicotinate C(C1=CN=CC=C1)(=O)OCC(COC(CCCCCCCCCCC)=O)O